[C].N=NC(=N)N.N=NC(=N)N BIS(IMINOGUANIDINE) CARBON